CN(CCCOC1=CC=C(C=N1)C1=CC=2C=3N(C=NC2C=C1)N(C(C3N3C[C@@H](N[C@@H](C3)C)C)=O)C)C 9-(6-(3-(dimethylamino)propoxy)pyridin-3-yl)-1-((3S,5R)-3,5-dimethylpiperazin-1-yl)-3-methylpyrazolo[1,5-c]quinazolin-2(3H)-one